3-[5-[(2-hydroxy-2-methylpropyl)amino]-6-methylpyridin-2-yl]-1H-indole-7-carbonitrile OC(CNC=1C=CC(=NC1C)C1=CNC2=C(C=CC=C12)C#N)(C)C